BrC1=NN(C(=C1)C(=O)NC=1C(=CC=2N(C1C(=O)NC(C(F)(F)F)C)N=CC2)C)C2=NC=CC=C2Cl 6-(3-Bromo-1-(3-chloropyridin-2-yl)-1H-pyrazol-5-carboxamido)-5-methyl-N-(1,1,1-trifluoropropan-2-yl)pyrazolo[1,5-a]pyridin-7-carboxamid